Dihydro-5-azacytidine cobalt [Co].[C@@H]1([C@H](O)[C@H](O)[C@@H](CO)O1)N1C(=O)NC(N)N=C1